5-nitro-pyridine-3-carboxylate [N+](=O)([O-])C=1C=C(C=NC1)C(=O)[O-]